2-(3-chloropropyl)-7-hydroxy-2-methyl-5-pentyl-8-(m-tolyl)-4H-benzo[d][1,3]dioxin-4-one ClCCCC1(OC(C2=C(O1)C(=C(C=C2CCCCC)O)C=2C=C(C=CC2)C)=O)C